(2,6-dichloro-benzoylamino)-1H-pyrazole-3-carboxylic acid piperidin-4-ylamide N1CCC(CC1)NC(=O)C1=NN(C=C1)NC(C1=C(C=CC=C1Cl)Cl)=O